NC1=NC2=CC=CC(=C2C=C1C(=O)N(CCC)CCC)Br 2-amino-5-bromo-N,N-dipropylquinoline-3-carboxamide